N1N=NC=C1C1CCN(CC1)C1=NOC(C1)C=1C=NC(=NC1)NCC1=CC=C(C=C1)S(=O)(=O)C 5-(3-(4-(1H-1,2,3-triazol-5-yl)piperidin-1-yl)-4,5-dihydro-isoOxazol-5-yl)-N-(4-(methylsulfonyl)benzyl)pyrimidin-2-amine